C(N)(=O)C1(CCC=[N+]1[O-])C 5-carbamoyl-5-methyl-1-pyrroline-N-oxide